(R)-2-(1-(3-cyanophenyl)-1H-pyrazol-3-yl)-N-(5-cyclopropyl-1H-pyrazol-3-yl)propanamide C(#N)C=1C=C(C=CC1)N1N=C(C=C1)[C@H](C(=O)NC1=NNC(=C1)C1CC1)C